2,3,6,7-tetrahydro-9-(trifluoromethyl)-1H,5H,11H-[1]benzopyrano[6,7,8-ij]quinolizin-11-one FC(C1=CC(OC=2C1=CC=1CCCN3CCCC2C13)=O)(F)F